3-((3-fluoro-5-(hydroxymethyl)phenoxy)methyl)benzaldehyde FC=1C=C(OCC=2C=C(C=O)C=CC2)C=C(C1)CO